(2S,4R)-4-hydroxy-2-[4-(4-phenylpiperidine-1-carbonyl)-1H-imidazol-2-yl]pyrrolidine-1-carboxylic acid tert-butyl ester C(C)(C)(C)OC(=O)N1[C@@H](C[C@H](C1)O)C=1NC=C(N1)C(=O)N1CCC(CC1)C1=CC=CC=C1